2-(3-formyl-4-hydroxyphenyl)-4-methyl-thiazole-5-carboxylic acid ethyl ester C(C)OC(=O)C1=C(N=C(S1)C1=CC(=C(C=C1)O)C=O)C